FC1S(OC(C1O[SH2]OOCC1OC(OCC1F)=O)F)(=O)=O 3,5-difluoro-4-[({[(5-fluoro-2-oxo-1,3-dioxan-4-yl)methyl]oxy}(oxy)-λ4-thio)oxy]-2λ6-1,2-oxathiolan-2,2-dione